NC12CCC(CC1)(CC2)O 4-aminobicyclo[2.2.2]Octane-1-ol